tert-butyl (2-((4-(N-(3-bromo-4-fluorophenyl)-N'-hydroxycarbamimidoyl)-1,2,5-oxadiazol-3-yl)thio)ethyl)carbamate BrC=1C=C(C=CC1F)NC(=NO)C=1C(=NON1)SCCNC(OC(C)(C)C)=O